tert-butyl (4-(6-(2-oxa-6-azaspiro[3.3]heptan-6-yl)pyrrolo[2,1-f][1,2,4]triazin-4-yl)-2-methylbenzyl)carbamate C1OCC12CN(C2)C=2C=C1C(=NC=NN1C2)C2=CC(=C(CNC(OC(C)(C)C)=O)C=C2)C